NC=1C=NNC(C1)=O 4-AMINO-6-OXO-PYRIDAZIN